C1(=CC=CC=C1)N(C1=CC=CC=C1)C1=CC2=CC=CC=C2C=C1 N,N-diphenyl-2-naphthylamine